5-Hydroxy-7-methoxy-6-(methoxymethyl)-3-(2-methoxyphenyl)-4H-chromen-4-one OC1=C2C(C(=COC2=CC(=C1COC)OC)C1=C(C=CC=C1)OC)=O